(R)-3-((tert-butyldiphenylsilyl)oxy)-4-(ethyl-(methyl)amino)butanoic acid [Si](C1=CC=CC=C1)(C1=CC=CC=C1)(C(C)(C)C)O[C@H](CC(=O)O)CN(C)CC